3-(3-tert-butyl-4-hydroxy-5-methylphenyl)propionate C(C)(C)(C)C=1C=C(C=C(C1O)C)CCC(=O)[O-]